Cl.F[C@H]1CNCC1 (R)-3-fluoropyrrolidine hydrochloric acid salt